4-(2-((R)-1-((6-methylpyridazin-3-yl)methyl)-3-((R or S)-2-(trifluoromethyl)oxetan-2-yl)pyrrolidin-3-yl)ethyl)benzonitrile CC1=CC=C(N=N1)CN1C[C@@](CC1)([C@@]1(OCC1)C(F)(F)F)CCC1=CC=C(C#N)C=C1 |o1:13|